4-chloro-6-hydroxy-3'-(5-methyl-[1,3,4]oxadiazol-2-yl)-biphenyl-3-carbonitrile ClC1=C(C=C(C(=C1)O)C1=CC(=CC=C1)C=1OC(=NN1)C)C#N